NC1=C(SC(=C1)C1=CC(=C(C=C1)F)F)C(=O)N[C@@H]1CN(CCC1)C(=O)OC(C)(C)C tert-butyl (S)-3-(3-amino-5-(3,4-difluorophenyl)thiophene-2-carboxamido)piperidine-1-carboxylate